7-((3aR,4R,6S,6aS)-2,2-dimethyl-6-((((3-methyl-5-phenylisoxazol-4-yl)methyl)thio)methyl)tetrahydrofuro[3,4-d][1,3]dioxol-4-yl)-5-fluoro-7H-pyrrolo[2,3-d]pyrimidin-4-amine CC1(O[C@@H]2[C@H](O1)[C@H](O[C@H]2N2C=C(C1=C2N=CN=C1N)F)CSCC=1C(=NOC1C1=CC=CC=C1)C)C